O=C1NCC[C@@H]1CCCC(=O)O 4-((S)-2-oxopyrrolidin-3-yl)butanoic acid